O.N1C=NC2=C1C=CC(=C2)C=2N=C(NC2C2=NC=CC=C2)C2=CC=C(C(=O)N)C=C2 4-[4-(1,3-benzodiazol-5-yl)-5-(2-pyridyl)-1H-imidazol-2-yl]-benzamide hydrate